N-{(1R)-1-[3-(difluoromethyl)-2-fluorophenyl]ethyl}-6-(5,6-dihydroimidazo[1,5-a]pyrazin-7(8H)-yl)-2-methylpyrido[3,4-d]pyrimidin-4-amine FC(C=1C(=C(C=CC1)[C@@H](C)NC=1C2=C(N=C(N1)C)C=NC(=C2)N2CC=1N(CC2)C=NC1)F)F